3,4-dibromofuran-2-carbaldehyde BrC1=C(OC=C1Br)C=O